COC=1C=C2CCN3C(C2=CC1C=1N=NN(N1)C)=C(C=C3C(=O)OCC)C=C(C)C ethyl 8-methoxy-9-(2-methyl-2H-tetrazol-5-yl)-1-(2-methylprop-1-en-1-yl)-5,6-dihydropyrrolo[2,1-a]isoquinoline-3-carboxylate